BrC=1N(C=C(N1)C)C1=C(C=C(C=C1F)[N+](=O)[O-])F 2-bromo-1-(2,6-difluoro-4-nitrophenyl)-4-methyl-1H-imidazole